(E)-3-(5-(4-(amino)-3-(dimethylcarbamoyl)phenyl)-1H-pyrrolo[2,3-b]pyridin-3-yl)acrylamide NC1=C(C=C(C=C1)C=1C=C2C(=NC1)NC=C2/C=C/C(=O)N)C(N(C)C)=O